N1(N=CC=C1)C1(CC1)C1=NNC=2N=C(NC(C21)=O)N2CCC1(CC2)[C@@H](C2=CC=CC=C2C1)N (S)-3-(1-(1H-pyrazol-1-yl)cyclopropyl)-6-(1-amino-1,3-dihydrospiro[indene-2,4'-piperidin]-1'-yl)-1,5-dihydro-4H-pyrazolo[3,4-d]pyrimidin-4-one